benzyl ((2S,3R)-3-(tert-butoxy)-1-(((2S)-1-(2-(2-chloroacetyl)-2-((2-oxopyrrolidin-3-yl)methyl)hydrazineyl)-3-cyclohexyl-1-oxopropan-2-yl)amino)-1-oxobutan-2-yl)carbamate C(C)(C)(C)O[C@@H]([C@@H](C(=O)N[C@H](C(=O)NN(CC1C(NCC1)=O)C(CCl)=O)CC1CCCCC1)NC(OCC1=CC=CC=C1)=O)C